COC(=O)C1=NC(=NC(=C1C=C)N)C1=C(C(=C(C=C1)F)F)F 6-amino-2-(2,3,4-trifluorophenyl)-5-vinylpyrimidine-4-carboxylic acid methyl ester